1-Methyl-2-(4,4,5,5-tetramethyl-1,3,2-dioxaborolan-2-yl)-1H-pyrrole CN1C(=CC=C1)B1OC(C(O1)(C)C)(C)C